Cl.C(C)N[C@H](CNC1=NC=C(C=N1)C(F)(F)F)C N-[(2S)-2-(ethylamino)propyl]-5-(trifluoromethyl)pyrimidin-2-amine hydrochloride